2-(6-bromo-2-pyridinyl)-2-(1-methylpyrazol-4-yl)propan-1-amine BrC1=CC=CC(=N1)C(CN)(C)C=1C=NN(C1)C